N-(2-(1H-indol-3-yl)ethyl)-5-(trifluoromethyl)-2-((3,4,5-trimethoxyphenyl)amino)benzamide N1C=C(C2=CC=CC=C12)CCNC(C1=C(C=CC(=C1)C(F)(F)F)NC1=CC(=C(C(=C1)OC)OC)OC)=O